2-[(2E)-2-(aminomethyl)-3-fluoroprop-2-en-1-yl]-4-(5-[6-(trifluoromethyl)pyridin-3-yl]thiophen-2-ylmethyl)-2,4-dihydro-3H-1,2,4-triazol-3-one hydrochloride Cl.NC/C(/CN1N=CN(C1=O)CC=1SC(=CC1)C=1C=NC(=CC1)C(F)(F)F)=C\F